C1(CC1)C=1N=C(SC1)C1=NN2C(=NC=3C(=CC=CC3C2=N1)C(F)(F)F)N[C@H]1C(NCCCC1)=O (3R)-3-{[2-(4-cyclopropyl-1,3-thiazol-2-yl)-7-(trifluoromethyl)[1,2,4]triazolo[1,5-c]quinazolin-5-yl]amino}azepan-2-one